5-(2-amino-[1,2,4]triazolo[1,5-a]pyridin-7-yl)-N-(2,2-difluoro-3-(4-fluorophenyl)-3-hydroxypropyl)-4-fluoro-2-methylbenzamide NC1=NN2C(C=C(C=C2)C=2C(=CC(=C(C(=O)NCC(C(O)C3=CC=C(C=C3)F)(F)F)C2)C)F)=N1